Cl.O=C1N(CC2=CC=C(C=C12)N1CCNCC1)C1C(NC(CC1)=O)=O 3-(1-oxo-6-(piperazin-1-yl)isoindolin-2-yl)piperidine-2,6-dione hydrochloride